C(C1=CC=CC=C1)N[C@H]1[C@@H]2[C@H](N([C@H]1C(=O)OCC1=CC=CC=C1)C(=O)OC)COC2 2-benzyl 1-methyl (2R,3S,3aR,6aS)-3-(benzylamino)hexahydro-1H-furo[3,4-b]pyrrole-1,2-dicarboxylate